(R)-10-methyl-3-(5-methyl-6-(piperazin-1-yl)pyridin-3-yl)-9,10,11,12-tetrahydro-8H-[1,4]diazepino[5',6':4,5]thieno[3,2-f]quinolin-8-one C[C@H]1NC(C2=C(C=3C=4C=CC(=NC4C=CC3S2)C=2C=NC(=C(C2)C)N2CCNCC2)NC1)=O